tert-butyl (2-(4-(4,4,5,5-tetramethyl-1,3,2-dioxaborolan-2-yl)phenoxy)ethyl)carbamate CC1(OB(OC1(C)C)C1=CC=C(OCCNC(OC(C)(C)C)=O)C=C1)C